C(=O)(OC)C(O)C(O)C(=O)OC (+)-dimethyl tartrate